N1N=NC(=C1)CN1CCC(CC1)C=1C=C2C(=C(NC2=CC1)C1=CC(=NC(=C1)C)C)C(C)C 5-(1-((1H-1,2,3-triazol-4-yl)methyl)piperidin-4-yl)-2-(2,6-dimethylpyridin-4-yl)-3-isopropyl-1H-indole